4-(2-aminoethyl)piperidine-1-carboxylic acid tert-butyl ester C(C)(C)(C)OC(=O)N1CCC(CC1)CCN